C(C(C)C)[Sn](Cl)(Cl)Cl isobutyl-tin trichloride